3-((2S)-2-hydroxy-3-(8-(5-methoxy-2-methylpyridin-3-ylsulfonyl)-1-oxa-8-azaspiro[4.5]dec-3-ylamino)propoxy)-N-methylbenzenesulfonamide O[C@H](COC=1C=C(C=CC1)S(=O)(=O)NC)CNC1COC2(C1)CCN(CC2)S(=O)(=O)C=2C(=NC=C(C2)OC)C